ethyl N-({6-chloro-5-[1-(1-ethoxyethyl)-1H-pyrazol-4-yl]pyridin-2-yl}carbamothioyl)carbamate ClC1=C(C=CC(=N1)NC(=S)NC(OCC)=O)C=1C=NN(C1)C(C)OCC